2-Fluoro-2-(4-(1-(4-(trifluoromethoxy)phenyl)-1H-1,2,4-triazol-3-yl)phenyl)ethyl (Z)-(3-(2-ethoxyphenyl)-4-oxothiazolidin-2-ylidene)carbamate C(C)OC1=C(C=CC=C1)N1/C(/SCC1=O)=N/C(OCC(C1=CC=C(C=C1)C1=NN(C=N1)C1=CC=C(C=C1)OC(F)(F)F)F)=O